NC1=CC(=C(C=C1)C1=NN(C2=CC=C(C=C12)C(=O)NC=1C=CC(=C(C1)NC(C1=CC=C(C(=O)NC)C=C1)=O)OC)C)C N1-(5-(3-(4-Amino-2-methylphenyl)-1-methyl-1H-indazole-5-carboxamido)-2-methoxyphenyl)-N4-methylterephthalamide